COCC=O 2-methoxyethanal